1-(2,2-Difluoropropyl)-1H-pyrazolo[3,4-d]pyrimidine-6-carboxylic acid methyl ester COC(=O)C1=NC=C2C(=N1)N(N=C2)CC(C)(F)F